(Z)-3-chloro-N-(1-(3-chloro-5-(pyrimidin-2-yl)phenyl)-2-(methylamino)-2-oxoethyl)-N-cyclopropylacrylamide Cl\C=C/C(=O)N(C1CC1)C(C(=O)NC)C1=CC(=CC(=C1)C1=NC=CC=N1)Cl